BrCC(O[Si](C)(C)C(C)(C)C)C1=CC2=C(NC(OC2)=O)C=C1F 6-(2-bromo-1-((tert-butyldimethylsilyl)oxy)ethyl)-7-fluoro-1,4-dihydro-2H-benzo[d][1,3]oxazin-2-one